CNC(=O)NC=1C=C(C=CC1)C(C)(C)NC(=O)C1=NNC2=CC=CC=C12 N-(2-{3-[(methylcarbamoyl)amino]phenyl}propan-2-yl)-1H-indazole-3-carboxamide